2-methyl-4'-(Methylthio)-2-morpholinopropiophenone CC(C(=O)C1=CC=C(C=C1)SC)(C)N1CCOCC1